caproyl-alanine C(CCCCC)(=O)N[C@@H](C)C(=O)O